(Z)-1-ethyl-N'-hydroxy-1H-pyrazole-3-carboxamidine C(C)N1N=C(C=C1)/C(=N/O)/N